1,2-Dioctanoyl-sn-glycero-3-phosphocholine C(CCCCCCC)(=O)OC[C@@H](OC(CCCCCCC)=O)COP(=O)([O-])OCC[N+](C)(C)C